O1CCN(CC1)CC1=CC=C(C=C1)C1=C(C2=CC=CC=C2C=C1)S(=O)(=O)N (4-(morpholinomethyl)phenyl)naphthalene-1-sulfonamide